C(C)(C)(C)OC(=O)N[C@H](C(=O)OCC#N)CC#N cyanomethyl (S)-2-((tert-butoxycarbonyl)amino)-3-cyanopropanoate